FC=1C=C(C2=C(CCO2)C1)C(C[C@](CNC1=C2C=CN=C(C2=CC=C1)C)(C(F)(F)F)O)(C)C (S)-5-[4-(5-fluoro-2,3-dihydrobenzofuran-7-yl)-2-hydroxy-4-methyl-2-trifluoromethyl-pentylamino]-1-methylisoquinoline